ClC1=C(C=CC=C1Cl)N1N=C2N=C(N=C(C2=C1)C)SC 2-(2,3-dichlorophenyl)-4-methyl-6-(methylthio)-2H-pyrazolo[3,4-d]pyrimidine